(5RS)-5-{[(3R)-3-Fluoropyrrolidin-1-yl]carbonyl}-2-{[6-(trifluoromethyl)pyridin-3-yl]methyl}-5,6,7,8-tetrahydro[1,2,4]triazolo[4,3-a]pyridin-3(2H)-one F[C@H]1CN(CC1)C(=O)[C@H]1CCCC=2N1C(N(N2)CC=2C=NC(=CC2)C(F)(F)F)=O |&1:8|